C1N(CC2=CC=CC=C12)C1=NC=2C(=CC(=CC2C=2N1C=CN2)C)C(C)NC2=C(C(=O)O)C=CC=C2 2-((1-(5-(isoindolin-2-yl)-9-methylimidazo[1,2-c]quinazolin-7-yl)ethyl)amino)benzoic acid